N(=[N+]=[N-])C(C)(C)C1=CN=C(C2=CN=C(C=C12)Cl)OC(C)CCS(=O)(=O)CC 4-(2-Azidopropan-2-yl)-6-chloro-1-((4-(ethylsulfonyl)butan-2-yl)oxy)-2,7-naphthyridine